O1COC2=C1C=CC=C2CC(C)(N)C2=CC(=NC=C2)N2CCCCC2 (1,3-benzodioxol-4-ylmethyl)-1-[2-(1-piperidinyl)-4-pyridinyl]ethanamine